1-hydroxy-2-amino-4-nitrobenzene OC1=C(C=C(C=C1)[N+](=O)[O-])N